C(CCC)NC(C#CC1=CC2=C(OC[C@@H](C(N2C)=O)NC(=O)C2=NC=CC(=C2)OC2=CC=CC=C2)C=C1)(C)C (S)-N-(7-(3-(butylamino)-3-methylbut-1-yn-1-yl)-5-methyl-4-oxo-2,3,4,5-tetrahydrobenzo[b][1,4]oxazepin-3-yl)-4-phenoxypyridineamide